1-(5-((1-(1-(trifluoromethyl)cyclopropane-1-carbonyl)piperidin-4-yl)methyl)pyrazolo[1,5-a]pyridin-3-yl)dihydropyrimidine-2,4(1H,3H)-dione FC(C1(CC1)C(=O)N1CCC(CC1)CC1=CC=2N(C=C1)N=CC2N2C(NC(CC2)=O)=O)(F)F